[4-[[3-[4-(difluoromethoxy)phenyl]imidazo[1,2-a]pyrazin-8-yl]amino]-2-methyl-phenyl]-[4-[2-(hydroxymethyl)piperazine-1-carbonyl]-1-piperidyl]methanone hydrochloride Cl.FC(OC1=CC=C(C=C1)C1=CN=C2N1C=CN=C2NC2=CC(=C(C=C2)C(=O)N2CCC(CC2)C(=O)N2C(CNCC2)CO)C)F